1-(4-(3,3-Dimethylpiperidin-1-yl)phenyl)-5,7-difluoro-1H-indazol-6-ol CC1(CN(CCC1)C1=CC=C(C=C1)N1N=CC2=CC(=C(C(=C12)F)O)F)C